N1=C(C=C2OCCCN21)CON2C(C1=CC(=CC=C1C2)C2=CC=C(C=C2)F)=O ((6,7-dihydro-5H-pyrazolo[5,1-b][1,3]oxazin-2-yl)methoxy)-6-(4-fluorophenyl)isoindolin-1-one